3-chloro-N-((1R,2R,4S)-7-cyano-7-azabicyclo[2.2.1]heptan-2-yl)-3'-(cyanomethyl)-4'-fluoro[biphenyl]-4-carboxamide ClC=1C=C(C=CC1C(=O)N[C@H]1[C@H]2CC[C@@H](C1)N2C#N)C2=CC(=C(C=C2)F)CC#N